(S)-1-(6-(1H-pyrrolo[2,3-b]pyridin-3-yl)quinazolin-4-yl)piperidine-3-carboxylic acid N1C=C(C=2C1=NC=CC2)C=2C=C1C(=NC=NC1=CC2)N2C[C@H](CCC2)C(=O)O